3-METHYL-2-(TRIFLUOROMETHOXY)PHENYLBORONIC ACID CC=1C(=C(C=CC1)B(O)O)OC(F)(F)F